C(C)(C)(C)OC(=O)N1C(CCC(C1)C1CCC(CC1)(F)F)CO 5-(4,4-Difluorocyclohexyl)-2-(hydroxymethyl)piperidine-1-carboxylic acid tert-butyl ester